Tert-butyl (3aR,6aS)-5-(2-chloropyrimidin-4-yl)-3a,6a-dimethylhexahydropyrrolo[3,4-c]pyrrole-2(1H)-carboxylate ClC1=NC=CC(=N1)N1C[C@@]2([C@](C1)(CN(C2)C(=O)OC(C)(C)C)C)C